ClC1=CC2=C(NC(=N2)CNC2=NN(C3=NC(=CN=C32)C3CC3)C3CCN(CC3)C)C=C1 N-[(5-chloro-1H-benzimidazol-2-yl)methyl]-6-cyclopropyl-1-(1-methylpiperidin-4-yl)-1H-pyrazolo[3,4-b]pyrazin-3-amine